C(C)(C)(C)OC(CN1N=C(C(=C1)C=1C=NC(=NC1)NC1CC2=CC=CC=C2C1)CN1C(CN(CC1)C(=O)OCC1=CC=CC=C1)=O)=O benzyl 4-({1-[2-(tert-butoxy)-2-oxoethyl]-4-{2-[(2,3-dihydro-1H-inden-2-yl)amino]pyrimidin-5-yl}-1H-pyrazol-3-yl}methyl)-3-oxopiperazine-1-carboxylate